5-(N-(4-chloro-2-((N-(furan-2-ylmethyl)-2,2-dimethylpropionamido)methyl)phenyl)-N-ethylsulfamoyl)-3-methylbenzofuran-2-carboxylic acid ClC1=CC(=C(C=C1)N(S(=O)(=O)C=1C=CC2=C(C(=C(O2)C(=O)O)C)C1)CC)CN(C(C(C)(C)C)=O)CC=1OC=CC1